tert-butyl N-[(2R,3S)-1-{3-[(tert-butoxycarbonyl)(thiophen-2-ylmethyl)amino]-6-(prop-1-yn-1-yl)thieno[3,2-c][1,2]thiazol-5-yl}-3-fluorobutan-2-yl]carbamate C(C)(C)(C)OC(=O)N(C1=C2C(=NS1)C(=C(S2)C[C@H]([C@H](C)F)NC(OC(C)(C)C)=O)C#CC)CC=2SC=CC2